7-(1,4'-bipiperidin-1'-yl)-2-(4,6-dimethylpyrazolo[1,5-a]pyrazin-2-yl)-4H-pyrido[1,2-a]pyrimidin-4-one N1(CCCCC1)C1CCN(CC1)C=1C=CC=2N(C(C=C(N2)C2=NN3C(C(=NC(=C3)C)C)=C2)=O)C1